methyl 5-((5-methyl-4-(pentan-3-ylamino)pyrimidin-2-yl)amino)-2-(4,4,5,5-tetramethyl-1,3,2-dioxaborolan-2-yl)benzoate CC=1C(=NC(=NC1)NC=1C=CC(=C(C(=O)OC)C1)B1OC(C(O1)(C)C)(C)C)NC(CC)CC